bis(4-Aminophenyl)terephthalate NC1=CC=C(C=C1)OC(C1=CC=C(C(=O)OC2=CC=C(C=C2)N)C=C1)=O